(S)-1-(1-ethoxy-3-(4-(2-(4-phenyl-1H-1,2,3-triazol-1-yl)ethoxy)phenyl)propan-2-yl)-1H-imidazo[4,5-c]quinolin-4-amine hydrochloride Cl.C(C)OC[C@H](CC1=CC=C(C=C1)OCCN1N=NC(=C1)C1=CC=CC=C1)N1C=NC=2C(=NC=3C=CC=CC3C21)N